C(C)OC(=O)C=1OC2=C(C1C)C=C(C=C2)S(N(CC)C2=C(C=C(C=C2)Cl)CN(C(=O)N2CCOCC2)CC=2OC=CC2)(=O)=O 5-(N-(4-chloro-2-((N-(furan-2-ylmethyl)morpholin-4-carboxamido)methyl)phenyl)-N-ethylsulfamoyl)-3-Methylbenzofuran-2-carboxylic acid ethyl ester